3-[1-(2H-indol-3-yl)-3-oxo-isoindolin-2-yl]piperidine-2,6-dione N=1CC(=C2C=CC=CC12)C1N(C(C2=CC=CC=C12)=O)C1C(NC(CC1)=O)=O